ClC=1C=C(C=C(C1)Cl)C1=NC(=CC(=C1)CN1CCOC(CC1)CO)OC=1C=NC(=NC1)N1CCNCC1 (4-((2-(3,5-dichlorophenyl)-6-((2-(piperazin-1-yl)pyrimidin-5-yl)oxy)pyridin-4-yl)methyl)-1,4-oxazepan-7-yl)methanol